aminopropoxyazobenzene NCCCOC1=C(C=CC=C1)N=NC1=CC=CC=C1